tert-butyl (3-((6-chloro-3-((1-methyl-1H-pyrazol-4-yl)amino)-1,2,4-triazin-5-yl)amino)-4-fluorophenyl)carbamat ClC1=C(N=C(N=N1)NC=1C=NN(C1)C)NC=1C=C(C=CC1F)NC(OC(C)(C)C)=O